C(C)C=1C(OC2=CC(=CC=C2C1C)O)=O 3-ethyl-4-methyl-7-hydroxycoumarin